alpha-keto-gamma-methylthiobutyric acid O=C(C(=S)O)CCC